2-(2-methyl-4-pyridyl)morpholine hydrochloride Cl.CC1=NC=CC(=C1)C1CNCCO1